C(CCCCCCCCCCCCC)N[C@@H](CC1=CC=CC=C1)C(=O)O.COC1=CC=C(CNCCCNCC2=C(OCCCC(=O)N)C=CC=C2)C=C1 4-((((3-((4-methoxybenzyl)amino)-propyl)amino)methyl)phenoxy)butanamide Tetradecyl-L-phenylalaninate